N-((3S,4R)-3-fluoro-1-methylpiperidin-4-yl)-5-(1-((R)-2-fluoropropyl)-1H-benzo[d][1,2,3]triazol-6-yl)-4-methoxypyrrolo[2,1-f][1,2,4]triazin-2-amine F[C@H]1CN(CC[C@H]1NC1=NN2C(C(=N1)OC)=C(C=C2)C=2C=CC1=C(N(N=N1)C[C@@H](C)F)C2)C